tert-butyl (2-amino-1-(thiophen-3-yl)ethyl)(methyl)carbamate NCC(C1=CSC=C1)N(C(OC(C)(C)C)=O)C